N-methyl-2-pyrazineAt CN1C(C=NC=C1)C(=O)[O-]